tetrahydrocarboxymethylpyrimidinecarboxylic acid C(=O)(O)CN1C(NCC=C1)C(=O)O